(E)-2-methyl-2-propanol CC(C)(C)O